CN1C(N(C2=C1C=C(C=C2)C=C)C2C(NC(CC2)=O)=O)=O 3-(3-methyl-2-oxo-5-vinyl-benzoimidazol-1-yl)piperidine-2,6-dione